CC1=NC(=CC(=N1)NC1=NN2C(C=C(C=C2)C2=C(C=NC(=C2)OCC(F)(F)F)OC[C@H]2OCC[C@@H]2O)=C1)C (2R,3S)-2-[[4-[2-[(2,6-dimethylpyrimidin-4-yl)amino]pyrazolo[1,5-a]pyridin-5-yl]-6-(2,2,2-trifluoroethoxy)-3-pyridyl]oxymethyl]tetrahydrofuran-3-ol